ClC1=CC(=C(N=N1)N(S(=O)(=O)C)C)C(=O)O 6-chloro-3-(N-methylmethylsulfonamido)pyridazine-4-carboxylic acid